O=C1C=CC2=C(N=C(N=C2)N[C@@H](C)C2=CC=C(C=C2)[C@H](CC)N2CCN(CC2)C(=O)OC2=CC=CC=C2)N1C(C)C phenyl 4-[(1S)-1-{4-[(1S)-1-{[7-oxo-8-(propan-2-yl)-7,8-dihydropyrido[2,3-d]pyrimidin-2-yl]amino}ethyl] phenyl} propyl]piperazine-1-carboxylate